C1=CC=CC=2C3=CC=CC=C3C(C12)COC(=O)N[C@H](C(=O)O)CCOC1=NC=CC=C1 (2S)-2-({[(9H-fluoren-9-yl)methoxy]carbonyl}amino)-4-(pyridin-2-yloxy)butanoic acid